[Zr].[Mn].[Al] Aluminum-manganese-zirconium